sodium {2-chloro-6-[(3S)-3-ethylmorpholin-4-yl]pyrimidin-4-yl}methanesulfinate ClC1=NC(=CC(=N1)CS(=O)[O-])N1[C@H](COCC1)CC.[Na+]